BrCC=1C=NC=C(C1C(=O)OCC)Cl ethyl 3-(bromomethyl)-5-chloro-pyridine-4-carboxylate